(-)-8-((1R,2R)-2-hydroxy-2-methylcyclopentyl)-6-methyl-2-((1-(methylsulfonyl)piperidin-4-yl)amino)pyrido[2,3-d]pyrimidin-7(8H)-one O[C@]1([C@@H](CCC1)N1C(C(=CC2=C1N=C(N=C2)NC2CCN(CC2)S(=O)(=O)C)C)=O)C